(S)-4-methylaminobenzoyl-glutamic acid monoethyl ester C(C)OC([C@@H](NC(C1=CC=C(C=C1)NC)=O)CCC(=O)O)=O